CS(=O)(=O)C1=NC(=C(C(=N1)C1=C(C=C(C=C1)F)C)C=O)NC1CCCCC1 2-methylsulfonyl-4-(2-methyl-4-fluorophenyl)-6-cyclohexylaminopyrimidine-5-carbaldehyde